NC=1C2=C(N=CN1)N(C=C2C2=C(C=C(C=C2)N)F)C[C@H](C)O (S)-1-(4-amino-5-(4-amino-2-fluorophenyl)-7H-pyrrolo[2,3-d]pyrimidin-7-yl)propan-2-ol